ClC1=CC=C(S1)CNC1=C(C(=NN1C(=O)C=1N=CSC1)C1CCN(CC1)C(=O)OCC=C)C prop-2-en-1-yl 4-(5-[(5-chlorothiophen-2-yl)methyl]amino-4-methyl-1-(1,3-thiazole-4-carbonyl)-1H-pyrazol-3-yl)piperidine-1-carboxylate